C(C)(C)(C)NS(=O)(=O)C=1SC(=CC1I)CC(C)C N-(tert-butyl)-3-iodo-5-isobutylthiophene-2-sulfonamide